Br[Si](Br)(Br)CCCNCCN N-[(tribromosilyl)propyl]ethylenediamine